4-Bromo-1-(2-((tert-butyldimethylsilyl)oxy)ethyl)-1H-pyrazole-5-formaldehyde BrC=1C=NN(C1C=O)CCO[Si](C)(C)C(C)(C)C